1,1,2,2-tetrafluoro-3-(methylsulfonyl)propane FC(C(CS(=O)(=O)C)(F)F)F